N-[(2,4-dimethoxyphenyl)methyl]-6-[2-methoxy-4-(oxan-2-yloxymethyl)-5-(4,4,5,5-tetramethyl-1,3,2-dioxaborolan-2-yl)phenyl]-4-methylphthalazin-1-amine COC1=C(C=CC(=C1)OC)CNC1=NN=C(C2=CC(=CC=C12)C1=C(C=C(C(=C1)B1OC(C(O1)(C)C)(C)C)COC1OCCCC1)OC)C